2-(4-tert-butylphenyl)-3-(4-trifluoromethylphenyl)glutaric acid C(C)(C)(C)C1=CC=C(C=C1)C(C(=O)O)C(CC(=O)O)C1=CC=C(C=C1)C(F)(F)F